2-butyl-2-amino(4-morpholinophenyl)ethan-1-one C(CCC)C(C(=O)C1=CC=C(C=C1)N1CCOCC1)N